C(OC1=C2C(=CNC2=CC=C1)CCN(C)C)(OCCOCCOCCOC(OC1=C2C(=CNC2=CC=C1)CCN(C)C)=O)=O bis(3-(2-(dimethylamino)ethyl)-1H-indol-4-yl) ((ethane-1,2-diylbis(oxy))bis(ethane-2,1-diyl)) bis(carbonate)